(R)-5-(1-(3,5-dimethylpyridazin-4-yl)ethoxy)-6-methoxy-3-(6-(pyrrolidin-1-yl)pyridin-3-yl)-1H-indazole CC=1N=NC=C(C1[C@@H](C)OC=1C=C2C(=NNC2=CC1OC)C=1C=NC(=CC1)N1CCCC1)C